4-methyl-1-(4-methylbenzene-1-sulfonyl)-N-[(5-methylpyrazin-2-yl)methyl]-1H-pyrazole-3-carboxamide CC=1C(=NN(C1)S(=O)(=O)C1=CC=C(C=C1)C)C(=O)NCC1=NC=C(N=C1)C